C(C)[C@@H]1OC2=CC=3C=CC=NC3C=C2CNC1 (S)-2-ethyl-2,3,4,5-tetrahydro-[1,4]oxazepino[7,6-g]quinoline